(2S,5R)-7-Oxo-2-(N-(2-(pyrrolidin-3-yl) ethyl) carbamimidoyl)-1,6-diazabicyclo[3.2.1]octan-6-yl hydrogen sulfate S(=O)(=O)(ON1[C@@H]2CC[C@H](N(C1=O)C2)C(NCCC2CNCC2)=N)O